NC1=CC(=CC=C1)C meta-toluidine